6-acetyl-2-isopropyl-8-(6-methyl-7-oxo-6,7-dihydro-1H-pyrrolo[2,3-c]pyridin-4-yl)-2H-1,4-benzoxazin-3(4H)-one C(C)(=O)C=1C=C(C2=C(NC(C(O2)C(C)C)=O)C1)C=1C2=C(C(N(C1)C)=O)NC=C2